9-(3-bromopropyl)-3,6-dimethyl-9H-carbazole BrCCCN1C2=CC=C(C=C2C=2C=C(C=CC12)C)C